C1(CCC1)C#C[C@H]([C@@]1(OCC(C1)(F)F)C)NC1=C(C(C1=O)=O)NC1=C(C(=NC=C1)C(=O)N(C)C)O 4-((2-(((R)-3-cyclobutyl-1-((R)-4,4-difluoro-2-methyltetrahydrofuran-2-yl)prop-2-yn-1-yl)amino)-3,4-dioxocyclobut-1-en-1-yl)amino)-3-hydroxy-N,N-dimethylpicolinamide